OC(CC=1C=C(C=C(C1)N1N=C2C(=N1)C=CC=C2)CCCCC)CCC 2-(2'-hydroxy-3,5'-dipentylphenyl)benzotriazole